(R)-1-(6-(3-((3-hydroxy-1-methyl-2-oxopyrrolidin-3-yl)ethynyl)phenyl)pyrido[3,2-d]pyrimidin-4-yl)-N-methylazetidine-3-carboxamide O[C@@]1(C(N(CC1)C)=O)C#CC=1C=C(C=CC1)C=1C=CC=2N=CN=C(C2N1)N1CC(C1)C(=O)NC